3-(4-((5-chloro-2,2-dimethyl-2,3-dihydrobenzofuran-7-yl)methoxy)-2,3-dimethylphenyl)-N-(pyridazin-3-yl)acrylamide ClC=1C=C(C2=C(CC(O2)(C)C)C1)COC1=C(C(=C(C=C1)C=CC(=O)NC=1N=NC=CC1)C)C